C(#C)C1=NC(=NC(=C1)C1=C(C=CC=C1)C)N 4-ethynyl-6-(o-methylphenyl)-2-pyrimidinylamine